ClC1=CC=C(C=C1)C1=C(C(=NN1C1=C(C=C(C=C1)Cl)Cl)C(=O)NC=1C=CC(=C(C(=O)OC)C1)F)C Methyl 5-(5-(4-chlorophenyl)-1-(2,4-dichlorophenyl)-4-methyl-1H-pyrazole-3-carboxamido)-2-fluorobenzoate